2-(4-chloro-3-fluorophenoxy)-N-[3-(2-{2-[4-(dimethylamino)phenyl]ethoxy}-acetylamino)bicyclo[1.1.1]pentan-1-yl]acetamide tert-butyl-N-(2-chloro-4-formylpyridin-3-yl)carbamate C(C)(C)(C)OC(NC=1C(=NC=CC1C=O)Cl)=O.ClC1=C(C=C(OCC(=O)NC23CC(C2)(C3)NC(COCCC3=CC=C(C=C3)N(C)C)=O)C=C1)F